C(C)(C)(C)OC(=O)C=1SC(=C(N1)C(C(=O)O)=CCC)N 2-(2-tert-butoxycarbonyl-aminothiazole-4-yl)-2-pentenoic acid